FC(OC1=CC2=C([C@H]3NCC[C@@H]2C3)C=C1)F (1S,5R)-7-(difluoromethoxy)-2,3,4,5-tetrahydro-1H-1,5-methanobenzo[c]azepine